CC(C)[C@@H](C(=O)O)NC(=O)OCC1=CC=CC=C1 Z-L-valine